C(C)(C)OC=1C=C2CC(CC2=CC1)NC1=NC=C(C=N1)C(=O)N1CCC12COC2 (2-((5-isopropoxy-2,3-dihydro-1H-inden-2-yl)amino)pyrimidin-5-yl)(6-oxa-1-azaspiro[3.3]hept-1-yl)methanone